CC1=C2C(=CC(=C1)O2)CCC 2-methyl-6-propyl-1,4-phenylene oxide